2-(4-benzyloxy-6-chloro-2-methyl-3-pyridinyl)-1,3,4-oxadiazole C(C1=CC=CC=C1)OC1=C(C(=NC(=C1)Cl)C)C=1OC=NN1